N-(1,4-dimethylpentyl)-1,4-benzenediamine CC(CCC(C)C)NC1=CC=C(C=C1)N